OCC(NC(C=C)=O)(CO)CO tris(hydroxymethyl)acrylamidomethane